1-(3-(3-(2-fluoro-4-(trifluoromethyl)phenyl)-1H-pyrazolo[3,4-b]pyridin-1-yl)azetidin-1-yl)propan-2-en-1-one FC1=C(C=CC(=C1)C(F)(F)F)C1=NN(C2=NC=CC=C21)C2CN(C2)C(C=C)=O